(S)-3-chloro-3'-(3-(difluoromethoxy)-5-(trifluoromethyl)pyridin-2-yl)-6,7-dihydro-5H-spiro[isoquinoline-8,4'-oxazolidine] ClC=1N=CC2=C(C1)CCC[C@]21N(COC1)C1=NC=C(C=C1OC(F)F)C(F)(F)F